[Li+].ClC=1C=CC(=C(C1)CC(=O)[O-])OCC1=CC=C(C=C1)OC 2-[5-chloro-2-[(4-methoxyphenyl)methoxy]phenyl]acetic acid lithium salt